Br.C(C1=CC=CC=C1)(=O)OC1=C(C=CC=C1)OC(C1=CC=CC=C1)=O phenylene dibenzoate hydrobromide